N-methyl-8-(trifluoromethyl)-1,3,4,5-tetrahydrobenzo[c]oxepin-5-amine CNC1C2=C(COCC1)C=C(C=C2)C(F)(F)F